5-(3-hydroxy-4-nitrophenyl)-3,6-dihydro-2H-pyridine-1-carboxylic acid tert-butyl ester C(C)(C)(C)OC(=O)N1CCC=C(C1)C1=CC(=C(C=C1)[N+](=O)[O-])O